CN(C1CCN(CC1)C1CCN(CC1)C1=C(C=C(C(=C1)OC)NC1=NC=NC(=C1)N1OCC[C@@H]1C1=C(C(=C(C=C1)F)F)F)NC(C=C)=O)C N-(2-(4-(dimethylamino)-[1,4'-bipiperidine]-1'-yl)-4-methoxy-5-((6-((R)-3-(2,3,4-trifluorophenyl)isoxazolidine-2-yl)pyrimidine-4-yl)amino)phenyl)acrylamide